C(C1=CC=CC=C1)N1C(=NC(=C1)C1=C(C=CC(=C1)F)F)[C@@H](C(C)(C)C)N(CCCN[C@@H](C)C(=O)N)C(CO)=O {3-[{(1R)-1-[1-benzyl-4-(2,5-difluorophenyl)-1H-imidazol-2-yl]-2,2-dimethylpropyl}(glycoloyl)amino]propyl}-L-alanine amide